2-Phenyl-4,4,5,5-tetramethylol-1,3,2-dioxaborole C1(=CC=CC=C1)B1OC(C(O1)(CO)CO)(CO)CO